1,2-dihydro-cyclopenta[b]chromene-3,9-dione C1CC(C=2OC=3C=CC=CC3C(C21)=O)=O